[N].NC1=NC=CC(=N1)N 2,4-diaminopyrimidine nitrogen